diphenyl(β-ethylcarboxyethyl)phosphine oxide C1(=CC=CC=C1)P(CC(CC)C(=O)O)(C1=CC=CC=C1)=O